Racemic-7-methyl-2-phenyl-3-(((trifluoromethyl)sulfonyl)oxy)-2,4,5,7-tetrahydro-6H-pyrazolo[3,4-c]pyridine-6-carboxylic acid tert-butyl ester C(C)(C)(C)OC(=O)N1[C@@H](C=2C(CC1)=C(N(N2)C2=CC=CC=C2)OS(=O)(=O)C(F)(F)F)C |r|